CN1N=NC2=C1C=CC(=C2C)[C@H]([C@H](C(=O)OCC2=CC=CC=C2)C)C2=CC(=C(C=C2)C)CO (2R,3R)-benzyl 3-(1,4-dimethyl-1H-benzo[d][1,2,3]triazol-5-yl)-3-(3-(hydroxymethyl)-4-methylphenyl)-2-methylpropanoate